Cis-6-(trifluoromethyl)-2,3,3a,8b-tetrahydro-1H-benzofuro[3,2-b]pyrrole FC(C1=CC2=C(C=C1)[C@@H]1NCC[C@@H]1O2)(F)F